NC=1N=CC(C(N1)=O)F 2-amino-5-fluoropyrimidin-4(5H)-one